(trimethylol)methylglycine C(O)C(CO)(CO)NCC(=O)O